tert-butyl 4-(2-carbamoyl-4-chlorophenyl)-1-methylisoindoline-2-carboxylate C(N)(=O)C1=C(C=CC(=C1)Cl)C1=C2CN(C(C2=CC=C1)C)C(=O)OC(C)(C)C